COC1=CC2=C(N(CC3N(C2=O)CC2(CC2)C3)C(=O)[O-])C=C1 7-methoxy-5-oxo-11,11a-dihydro-1H,3H-spiro[benzo[e]pyrrolo[1,2-a][1,4]diazepin-2,1'-cyclopropane]-10(5H)-carboxylate